C(C)(=O)SC1=C(C(=CC=C1)Br)F S-(3-bromo-2-fluorophenyl) thioacetate